tert-butyl [2-(5-amino-1H-pyrazol-3-yl)propan-2-yl]methylcarbamate NC1=CC(=NN1)C(C)(C)N(C(OC(C)(C)C)=O)C